1-(2,3-difluoro-4-(4,4,5,5-tetramethyl-1,3,2-dioxaborolan-2-yl)phenyl)-N,N-dimethylpyrrolidin-3-amine FC1=C(C=CC(=C1F)B1OC(C(O1)(C)C)(C)C)N1CC(CC1)N(C)C